N-methylpyrrolidine acetate C(C)(=O)O.CN1CCCC1